4-acetoxy-2-geranyl-5-hydroxy-3-n-pentylphenol C(C)(=O)OC1=C(C(=C(C=C1O)O)C\C=C(/C)\CCC=C(C)C)CCCCC